(8-fluoro-7-(8-fluoronaphthalen-1-yl)-2-((hexahydro-1H-pyrrolizin-7a-yl)methoxy)pyrido[4,3-d]pyrimidin-4-yl)azepane-4-carbonitrile FC1=C(N=CC2=C1N=C(N=C2N2CCC(CCC2)C#N)OCC21CCCN1CCC2)C2=CC=CC1=CC=CC(=C21)F